FC([C@@H](C1=CC=CC=C1)NC(=O)NC1(CC1)C(=O)OCC)(F)F ethyl 1-[[(1R)-2,2,2-trifluoro-1-phenyl-ethyl]carbamoylamino]cyclopropanecarboxylate